2-(1-naphthyl)ethane-1,2-dione C1(=CC=CC2=CC=CC=C12)C(C=O)=O